(5-fluoro-4-[(6S)-6-(hydroxymethyl)-5-oxa-8-azaspiro[3.5]nonan-8-yl]pyrimidin-2-ylamino)benzenesulfonamide FC=1C(=NC(=NC1)NC1=C(C=CC=C1)S(=O)(=O)N)N1C[C@H](OC2(CCC2)C1)CO